7-(4-amino-4-methylpiperidin-1-yl)-4-((3-chloro-2-morpholinopyridin-4-yl)thio)-1,2-dihydro-3H-pyrrolo[3,4-c]pyridin-3-one NC1(CCN(CC1)C=1C2=C(C(=NC1)SC1=C(C(=NC=C1)N1CCOCC1)Cl)C(NC2)=O)C